FC=1C=C(C=NC1N1[C@H]([C@@H](C1)CS(=O)(=O)C)C)C1=NN(C2=CC=CC=C12)C1OCCCC1 3-[5-fluoro-6-[(2S,3R)-2-methyl-3-(methylsulfonylmethyl)azetidin-1-yl]-3-pyridinyl]-1-tetrahydropyran-2-yl-indazole